S1C(=CC=C1)[C@@](C)(CC)O (R)-2-(thien-2-yl)butane-2-ol